C(CCCCCC=C)[Al] oct-7-en-1-yl-aluminum